CN(CCC1=CNC2=CC=CC(=C12)C(CCC(=O)[O-])C(=O)[O-])C N,N-dimethyltryptamine-4-glutarate